(3S,5R,E)-5-(methoxymethoxy)-4,4-dimethyl-3-((triethylsilyl)oxy)oct-6-enal COCO[C@@H](C([C@H](CC=O)O[Si](CC)(CC)CC)(C)C)\C=C\C